(vinyloxy)pentanol C(=C)OC(CCCC)O